N1=C(C=NC=C1)C=CC(=O)NN N'-(pyrazin-2-yl)acryloyl-hydrazine